C(CC)(=O)[O-].[Ru+3].C(CC)(=O)[O-].C(CC)(=O)[O-] ruthenium(III) propionate